3-(4-amino-5-(3-aminopiperidin-1-yl)pyrrolo[2,1-f][1,2,4]triazin-7-yl)-2,5-dihydro-1H-pyrrole-1-carboxylate NC1=NC=NN2C1=C(C=C2C=2CN(CC2)C(=O)[O-])N2CC(CCC2)N